FC1=C(C(=CC(=C1)OCCN1CC(C1)CF)F)[C@@H]1N([C@@H](CC2=C1NC1=CC=CC=C21)C)CCC(F)(F)F (1S,3R)-1-[2,6-difluoro-4-[2-[3-(fluoromethyl)azetidin-1-yl]ethoxy]phenyl]-3-methyl-2-(3,3,3-trifluoropropyl)-1,3,4,9-tetrahydropyrido[3,4-b]indole